O=C1N(N(C2=CC=CC=C12)CC1=C(C=CC=C1)C(F)(F)F)CC1=CC2=C(NC(O2)=O)C=C1 6-((3-oxo-1-(2-(trifluoromethyl)benzyl)-1,3-dihydro-2H-indazol-2-yl)methyl)benzo[d]oxazol-2(3H)-one